4-methyl-4-nitroheptanedinitrile CC(CCC#N)(CCC#N)[N+](=O)[O-]